(S)-2-((S)-3,3-Difluorocyclopentyl)-2-(4-(2-methyl-2H-tetrazol-5-yl)phenyl)-N-(5-methylpyrazin-2-yl)acetamide FC1(C[C@H](CC1)[C@H](C(=O)NC1=NC=C(N=C1)C)C1=CC=C(C=C1)C=1N=NN(N1)C)F